ClC1=C(N=C2N1C=C(C=C2)C=2C=NC=CC2C)NC(=O)[C@H]2[C@H](C2)F (1s,2s)-N-(3-chloro-6-(4-methylpyridin-3-yl)imidazo[1,2-a]pyridin-2-yl)-2-fluorocyclopropane-1-carboxamide